C(C1=CC=CC=C1)N(CC(COCCOCCOCC(=O)O)F)CC1=CC=CC=C1 2-[2-[2-[3-(Dibenzylamino)-2-fluoro-propoxy]ethoxy]ethoxy]acetic acid